C(CCCCCCCCCCCCCCC)NC(CCCCCCCCCCCCCCCCC)=O stearic acid, hexadecylamide